Methyl 5-((2-(5-amino-2H-indazol-2-yl)ethyl)amino)benzo[c][2,6]naphthyridine-8-carboxylate NC1=CC2=CN(N=C2C=C1)CCNC1=NC2=C(C3=CN=CC=C13)C=CC(=C2)C(=O)OC